C(=O)[C@@H]1CC[C@H](CC1)NS(=O)(=O)CC N-(trans-4-Formylcyclohexyl)ethane-sulfonamide